tert-butyl (3aR,8aS)-4-chloro-8,8a-dihydroindeno[1,2-d][1,2,3]oxathiazole-3(3aH)-carboxylate 2,2-dioxide ClC1=CC=CC=2C[C@H]3[C@H](N(S(O3)(=O)=O)C(=O)OC(C)(C)C)C12